ethylmethanimine C(C)C=N